4-(2-(3-hydroxyphenyl)-6-(benzenesulfonyl)imidazo[4,5-d]pyrrolo[2,3-b]pyridin-1(6H)-yl)benzonitrile OC=1C=C(C=CC1)C1=NC=2C(=C3C(=NC2)N(C=C3)S(=O)(=O)C3=CC=CC=C3)N1C1=CC=C(C#N)C=C1